4-chloro-3-(4-fluorobenzyl)phenylmagnesium iodide ClC1=C(C=C(C=C1)[Mg]I)CC1=CC=C(C=C1)F